6-(7-(8-ethyl-7-fluoro-3-hydroxynaphthalen-1-yl)-8-fluoro-2-(((2R,7aS)-2-fluorotetrahydro-1H-pyrrolizin-7a(5H)-yl)methoxy)pyrido[4,3-d]pyrimidin-4-yl)-6-azaspiro[3.5]nonan-8-ol C(C)C=1C(=CC=C2C=C(C=C(C12)C1=C(C=2N=C(N=C(C2C=N1)N1CC2(CCC2)CC(C1)O)OC[C@]12CCCN2C[C@@H](C1)F)F)O)F